O1NC=C(C=C1)NC=1C2=C(N=C(N1)OC[C@]13CCCN3C[C@@H](C1)F)C(=C(N=C2)C2=C(C=CC1=C(C(=CC=C21)F)CC)O)F (4-((1,2-oxazin-4-yl)amino)-8-fluoro-2-(((2r,7as)-2-fluorohexahydro-1H-pyrrolizin-7a-yl)methoxy)pyrido[4,3-d]pyrimidin-7-yl)-5-ethyl-6-fluoronaphthalene-2-ol